O.O.P(=O)([O-])([O-])O.[Na+].[Na+] Dinatrium phosphat-Dihydrat